C(C)(C)(C)NS(=O)(=O)C1=C2C=CC=C(C2=CC=C1)NC(C)=O N-(5-(N-(tert-butyl)sulfamoyl)naphthalen-1-yl)acetamide